FC1=C(C(=O)OC(C)(C)C)C(=CC(=C1)N[C@@H](C(F)(F)F)CC)F tert-Butyl (R)-2,6-difluoro-4-((1,1,1-trifluorobutan-2-yl)amino)benzoate